6-chloro-3-(6-chloro-3-methoxypyridin-2-yl)-3-methylindolin-2-one ClC1=CC=C2C(C(NC2=C1)=O)(C)C1=NC(=CC=C1OC)Cl